C(N)(=O)[C@H]1N2C(N([C@H](CC1)C2)OS(=O)(=O)CCCC[N+](CCCC)(CCCC)CCCC)=O ({[(2S,5R)-2-carbamoyl-7-oxo-1,6-diazabicyclo[3.2.1]oct-6-yl]oxy}sulfonyl)tetrabutylammonium